C(C)N(CCOC1=C(C2=CC=CC=C2C=C1C(C)C)CC1=CC(=CC2=CC=CC=C12)C(C)C)CC ((2-(2-(diethylamino)ethoxy)-3-isopropylnaphthalen-1-yl)methyl)-3-isopropylnaphthalen